(S)-7-bromo-8-fluorospiro[chromane-4,4'-oxazolidine] BrC1=CC=C2C(=C1F)OCC[C@]21NCOC1